CC(CCCCCC(C)(C)C)(C)C hexamethylheptane